2-(4-chloro-4'-fluoro-[1,1'-biphenyl]-3-yl)-2,2-difluoroacetic acid ClC1=C(C=C(C=C1)C1=CC=C(C=C1)F)C(C(=O)O)(F)F